FC=1C=C(C=CC1OC(C)C)C=1C=C2CCC([C@H](C2=CC1)NC(O[C@@H]1CN2CCC1CC2)=O)(C)C (S)-quinuclidin-3-yl ((R)-6-(3-fluoro-4-isopropoxyphenyl)-2,2-dimethyl-1,2,3,4-tetrahydronaphthalen-1-yl)carbamate